FC1=C(C(=O)O)C(=CC=C1)C(F)(F)F 2-fluoro-6-(trifluoromethyl)-benzoic acid